methyl 2-(4-bromo-3-fluoropyridin-2-yl)acetate BrC1=C(C(=NC=C1)CC(=O)OC)F